BrC=1C=C(C(=O)O)C=C(C1)C1C(C1)(Cl)Cl 3-bromo-5-(2,2-dichlorocyclopropyl)benzoic acid